6-bromo-3-fluoro-2-(trifluoromethyl)-pyridine BrC1=CC=C(C(=N1)C(F)(F)F)F